N'-((1,3,5-triazine-2,4,6-triyl)tris(benzene-4,1-diyl))tris(1-phenylmethanamine) N1=C(N=C(N=C1C1=CC=C(C=C1)C(N)C1=CC=CC=C1)C1=CC=C(C=C1)C(N)C1=CC=CC=C1)C1=CC=C(C=C1)C(N)C1=CC=CC=C1